C(C(C)C)C1=CC=C(C=C1)C(C(=O)N(C=1SC=C(N1)C)C)C 2-(4-isobutylphenyl)-N-methyl-N-(4-methylthiazol-2-yl)propanamide